C(C)(C)NC(OCC1CC(C1)C1=CN=C(S1)NC(=O)C1=CC(=NN1C)COC)=O ((1s,3s)-3-(2-(3-(methoxymethyl)-1-methyl-1H-pyrazole-5-carboxamido)thiazol-5-yl)cyclobutyl)methyl isopropylcarbamate